FC1=CC=C(C=C1)NC(=O)C1=C(CN(N(C1=O)C(=O)OC(C)(C)C)C=1C=NC(=CC1)C(F)(F)F)SC tert-butyl 5-((4-fluorophenyl)carbamoyl)-4-methylsulfanyl-6-oxo-2-(6-(trifluoromethyl)pyridin-3-yl)-2,3-dihydropyridazine-1(6H)-Carboxylate